CNC1CC=2N(CC1)C=C(N2)CO [7-(methylamino)-5,6,7,8-tetrahydroimidazo[1,2-a]pyridin-2-yl]methanol